C(C)(=O)N1CCC(CC1)OC1=NN=C(S1)NC(C1=C(C=NC=C1)C1=C(C=CC=C1)OC)=O N-(5-((1-acetylpiperidin-4-yl)oxy)-1,3,4-thiadiazol-2-yl)-3-(2-methoxyphenyl)isonicotinamide